8-bromo-2-((1R,5S,6s)-6-hydroxy-3-azabicyclo[3.1.0]hexan-3-yl)-3,6-dimethylquinazolin-4(3H)-one BrC=1C=C(C=C2C(N(C(=NC12)N1C[C@@H]2C([C@@H]2C1)O)C)=O)C